FC=1C=NC=C(C1C#N)F 3,5-difluoro-4-pyridinecarbonitrile